Cl.COC([C@H](CC1=CC(=C(C=C1)O)Br)N)=O (S)-2-amino-3-(3-bromo-4-hydroxyphenyl)propionic acid methyl ester hydrochloride